N-(2-fluoro-3-{6-oxo-4-[5-(trifluoromethyl)pyridin-2-yl]-1,6-dihydropyrimidin-2-yl}-4-(trifluoromethyl)benzyl)-[1,1'-biphenyl]-4-sulfonamide FC1=C(CNS(=O)(=O)C2=CC=C(C=C2)C2=CC=CC=C2)C=CC(=C1C=1NC(C=C(N1)C1=NC=C(C=C1)C(F)(F)F)=O)C(F)(F)F